3-(5-(((1-(4-((9-cyclopentyl-8-(phenylamino)-9H-purin-2-yl)amino)phenyl)piperidin-4-yl)(methyl)amino)methyl)-6-fluoro-1-oxoisoindolin-2-yl)piperidine-2,6-dione C1(CCCC1)N1C2=NC(=NC=C2N=C1NC1=CC=CC=C1)NC1=CC=C(C=C1)N1CCC(CC1)N(C)CC=1C=C2CN(C(C2=CC1F)=O)C1C(NC(CC1)=O)=O